2,4-dimethyl-5-trifluoromethyl-2H-pyrazol-3-ol CN1N=C(C(=C1O)C)C(F)(F)F